CN1N=C(C(=C1)C=1C=C(C=2N=CN=C(C2N1)N[C@@H]1CNC[C@H](C1)F)C(=O)N)C 6-(1,3-dimethyl-1H-pyrazol-4-yl)-4-{[(3S,5S)-5-fluoropiperidin-3-yl]amino}pyrido[3,2-d]pyrimidine-8-carboxamide